1-pentadecanoyl-2-(4Z,7Z,10Z,13Z,16Z,19Z-docosahexaenoyl)-glycero-3-phosphocholine CCCCCCCCCCCCCCC(=O)OC[C@H](COP(=O)([O-])OCC[N+](C)(C)C)OC(=O)CC/C=C\C/C=C\C/C=C\C/C=C\C/C=C\C/C=C\CC